8-benzyl-6-(3-fluoro-5-nitrophenyl)-2-(furan-2-ylmethyl)imidazo[1,2-a]Pyrazin-3(7H)-one C(C1=CC=CC=C1)C1=C2N(C=C(N1)C1=CC(=CC(=C1)[N+](=O)[O-])F)C(C(=N2)CC=2OC=CC2)=O